tert-butyl 4-(3-ethoxypyridin-2-yl)piperazine-1-carboxylate C(C)OC=1C(=NC=CC1)N1CCN(CC1)C(=O)OC(C)(C)C